C(C)(C)(C)C1=CC=2C(C3=CC(=CC(=C3OC2C(=C1)P(C1=CC=CC=C1)C1=CC=C(C=C1)C)P(C1=CC=CC=C1)C1=CC=C(C=C1)C)C(C)(C)C)(C)C (1S,1'S)-(-)-(2,7-di-tert-butyl-9,9-dimethyl-9H-xanthene-4,5-diyl)bis((4-methylphenyl)(phenyl)phosphine)